1,3-diaminotrioximinopropane NC(C(C(N)=NO)=NO)=NO